(2R)-1-[(4aR,8aS)-3,4,4a,5,6,7,8,8a-octahydro-2H-quinolin-1-yl]-3-[benzyl(methyl)amino]-2-[cyclopropyl-[(2-fluoro-4-methoxy-phenyl)methyl]amino]propan-1-one N1(CCC[C@H]2CCCC[C@H]12)C([C@@H](CN(C)CC1=CC=CC=C1)N(CC1=C(C=C(C=C1)OC)F)C1CC1)=O